C[Si](Cl)(C)C Trimethyl-chlorosilan